NC1=CC(=C(C=C1OC)N1CCN(CC1)C[C@H]1CN(CC1)C=1C=C2C(N(C(C2=CC1)=O)C1C(NC(CC1)=O)=O)=O)C=1C=NN(C1)C 5-((S)-3-((4-(4-amino-5-methoxy-2-(1-methyl-1H-pyrazol-4-yl)phenyl)piperazin-1-yl)methyl)pyrrolidin-1-yl)-2-(2,6-dioxopiperidin-3-yl)isoindoline-1,3-dione